C(C)(C)(C)[C@H]1CN(CCN1)C1=CC=C2C(=N1)OCC=1C=C(C=CC12)C=1C=C(N=NC1)OC 5-{3-[(3S)-3-tert-butylpiperazin-1-yl]-6H-isochromeno[3,4-b]pyridin-8-yl}-3-methoxypyridazine